6-Bromo-N-(3-methoxy-5-(1-methyl-1H-imidazol-5-yl)phenyl)quinolin-4-amine BrC=1C=C2C(=CC=NC2=CC1)NC1=CC(=CC(=C1)C1=CN=CN1C)OC